2-[(6-chloro-3-isoxazol-4-yl-4-quinolinyl)amino]benzoic acid ClC=1C=C2C(=C(C=NC2=CC1)C=1C=NOC1)NC1=C(C(=O)O)C=CC=C1